3-(4-methoxyphenyl)-3-(4-butoxyphenyl)-11-trifluoromethyl-13,13-dimethyl-3,13-dihydro-indeno[2',3':3,4]naphtho[1,2-b]pyran COC1=CC=C(C=C1)C1(C=CC2=C(O1)C=1C=CC=CC1C1=C2C(C2=CC(=CC=C21)C(F)(F)F)(C)C)C2=CC=C(C=C2)OCCCC